C(C)OC(C(=NNC1=CC=CC=C1)Cl)=O 2-Chloro-2-(phenylhydrazono)acetic acid ethyl ester